O1C(OCCC1)CCC1=CC(=NC(=N1)C1=CC=C(C=C1)N1N=CC=C1)C(=O)N1CCN(CC1)S(=O)(=O)C (6-(2-(1,3-dioxan-2-yl)ethyl)-2-(4-(1H-pyrazol-1-yl)phenyl)pyrimidine-4-yl)(4-(methylsulfonyl)piperazin-1-yl)methanone